ClC1=C(C=C(C=C1)[C@]12[C@@H]([C@H]([C@@H]([C@](CO1)(O2)[C@@H](C)O)O)O)O)CC2=CC=C(C=C2)OCC (1R,2S,3S,4R,5S)-5-(4-chloro-3-(4-ethoxybenzyl)phenyl)-1-((R)-1-hydroxyethyl)-6,8-dioxabicyclo[3.2.1]octane-2,3,4-triol